The molecule is that one of the three tautomers of arsole that has the double bonds at positions 1 and 4. It is a tautomer of a 2H-arsole and a 1H-arsole. C1C=C[As]=C1